BrC/C=C/C(=O)OC methyl (E)-4-bromo-2-butenoate